N-{1-[(4-fluoro-2-methylphenyl)methyl]piperidin-4-yl}-3-[6-(4-methylpiperazin-1-yl)-[1,2,4]triazolo[4,3-b]pyridazin-3-yl]propanamide FC1=CC(=C(C=C1)CN1CCC(CC1)NC(CCC1=NN=C2N1N=C(C=C2)N2CCN(CC2)C)=O)C